N(=[N+]=[N-])CCC[Si](O[Si](C)(C)CCCNC(OCC1C2=CC=CC=C2C=2C=CC=CC12)=O)(C)C (9H-fluoren-9-yl)methyl (3-(3-(3-azidopropyl)-1,1,3,3-tetramethyldisiloxanyl) propyl)carbamate